(1S,2S)-N-(6-(7-(acetylaminomethyl)-5-chloro-6-fluoro-1H-indazol-4-yl)imidazo[1,2-a]pyrazin-2-yl)-2-fluorocyclopropane-1-carboxamide C(C)(=O)NCC=1C(=C(C(=C2C=NNC12)C=1N=CC=2N(C1)C=C(N2)NC(=O)[C@H]2[C@H](C2)F)Cl)F